NC=1C2=C(N=CN1)N(C(=C2C=2C=NC(=NC2)C(F)(F)F)C#N)C(C)C=2C=NN(C2)C2=C(C=C(C=C2)F)F 4-Amino-7-{1-[1-(2,4-difluorophenyl)-1H-pyrazol-4-yl]ethyl}-5-[2-(trifluoromethyl)pyrimidin-5-yl]-7H-pyrrolo[2,3-d]pyrimidine-6-carbonitrile